(R)-N-(1-(6,7-difluoro-4-oxo-3,4-dihydrophthalazin-1-yl)ethyl)-3-(difluoromethyl)-N-methylbenzamide FC=1C=C2C(NN=C(C2=CC1F)[C@@H](C)N(C(C1=CC(=CC=C1)C(F)F)=O)C)=O